[BH4-].[Na+].CC1COC2=C(O1)C=CC(=C2)CO (2-methyl-2,3-dihydro-1,4-benzodioxin-6-yl)methanol Sodium borohydride